N1[C@@H]2[C@H](NCC1)COC2 cis-Octahydrofuro[3,4-b]pyrazine